C(C1=CC=CC=C1)OCC12OCC(CC1)(CC2)C2=NN1C(C=3N([C@H](C1)C)C=NC3)=C2 (S)-9-(1-((benzyloxy)methyl)-2-oxabicyclo[2.2.2]oct-4-yl)-5-methyl-5,6-dihydroimidazo[1,5-a]pyrazolo[5,1-c]pyrazine